[Si](C)(C)(C(C)(C)C)OCCN(C=1C2=C(N=C(N1)SC)C(=C(N=C2Cl)Cl)F)CC2=C(C=C(C=C2)OC)OC (2-((tert-butyldimethylsilyl)oxy)ethyl)-5,7-dichloro-N-(2,4-dimethoxybenzyl)-8-fluoro-2-(methylthio)pyrido[4,3-d]pyrimidin-4-amine